4-(((Z)-3-(4-fluorophenyl)-5-((Z)-5-methoxy-2-oxoindoline-3-ylidene)-4-oxothiazolidin-2-ylidene)amino)benzenesulphonamide FC1=CC=C(C=C1)N1/C(/S\C(\C1=O)=C\1/C(NC2=CC=C(C=C12)OC)=O)=N/C1=CC=C(C=C1)S(=O)(=O)N